3-Fluoro-4-(((5-fluoro-2-(piperazin-1-yl)pyrimidin-4-yl)oxy)methyl)benzonitrile FC=1C=C(C#N)C=CC1COC1=NC(=NC=C1F)N1CCNCC1